ClC1=C(C(=CC=C1Cl)F)[C@]1(CNCC1)NC=1C=C2C(N(C=NC2=C(C1)F)C(C)C)=O (R)-6-((3-(2,3-dichloro-6-fluorophenyl)pyrrolidin-3-yl)amino)-8-fluoro-3-isopropylquinazolin-4(3H)-one